C(C)(C)(C)OC(NC12CC(C1)(C2)NC(=O)C=2C=NN(C2)[C@@H]2C[C@@H](C2)OC(F)(F)F)=O (3-(1-(cis-3-(trifluoromethoxy)cyclobutyl)-1H-pyrazole-4-carboxamido)bicyclo[1.1.1]pent-1-yl)carbamic acid tert-butyl ester